8-allyl-thioadenosine C(C=C)C=1N([C@H]2[C@H](S)[C@H](O)[C@@H](CO)O2)C=2N=CN=C(C2N1)N